C(#N)/C(/C(=O)NC1=CC=C(C=C1)C1=CC=CC=C1)=C(\C=1C=NOC1C)/O (Z)-2-cyano-3-hydroxy-3-(5-methylisoxazol-4-yl)-N-(4-phenylphenyl)prop-2-enamide